3-formyl-1,5-pentanediol C(=O)C(CCO)CCO